NC=1C2=C(NS(N1)(=O)=O)C=CC=C2OCC(C)(C)NC(C2=CC=NC=C2)=O N-(1-((4-amino-2,2-dioxo-1H-benzo[c][1,2,6]-thiadiazin-5-yl)oxy)-2-methyl-propan-2-yl)isonicotinamide